[Si](C)(C)(C(C)(C)C)OCCC=CC1N=CC=2C=CC=NC2C1 7-(4-((tert-butyldimethylsilyl)oxy)but-1-en-1-yl)-7,8-dihydro-1,6-naphthyridine